6,6'-(2,2'-dichloro-[1,1'-biphenyl]-3,3'-diyl)bis(2-methoxynicotinaldehyde) ClC1=C(C=CC=C1C1=NC(=C(C=O)C=C1)OC)C1=C(C(=CC=C1)C1=NC(=C(C=O)C=C1)OC)Cl